OCCNCCCCCCCCCC(=O)O 10-((2-hydroxyethyl)amino)decanoic acid